CS(=O)(=O)OC1=CC=C(C=C1)NC1=NC(=C(N=C1C(N)=O)C=1C2=C(C=NC1)N(C=N2)C)NC [4-[[3-carbamoyl-6-(methylamino)-5-(3-methylimidazo[4,5-c]pyridin-7-yl) pyrazin-2-yl] amino] phenyl] methanesulfonate